oximinopropionic acid N(O)=C(C(=O)O)C